((S)-5-(((2R,3R,4R,5R,6R)-3,5-dihydroxy-6-(hydroxymethyl)-4-(4-(3,4,5-trifluorophenyl)-1H-1,2,3-triazol-1-yl)tetrahydro-2H-pyran-2-yl)methyl)-4,5-dihydroisoxazol-3-yl)pyridin-2(1H)-one O[C@H]1[C@H](O[C@@H]([C@@H]([C@@H]1N1N=NC(=C1)C1=CC(=C(C(=C1)F)F)F)O)CO)C[C@@H]1CC(=NO1)N1C(C=CC=C1)=O